6-Bromo-4'-chloro-2'-(methylthio)-2,3,5',8'-tetrahydrospiro[indene-1,7'-pyrano[4,3-d]pyrimidine] BrC1=CC=C2CCC3(CC=4N=C(N=C(C4CO3)Cl)SC)C2=C1